C(C)C(C(C(O)CC)O)O diethyl-glycerin